C(CCCC)C(CO)(CO)CCC 2-pentyl-2-propyl-1,3-propylene glycol